platinum-tin-tantalum [Ta].[Sn].[Pt]